8-[(1R)-1-[(6-chloro-2-piperazin-1-yl-3-pyridinyl)amino]ethyl]-3,6-dimethyl-2-(3-pyridinyl)benzopyran-4-one ClC1=CC=C(C(=N1)N1CCNCC1)N[C@H](C)C1=CC(=CC=2C(C(=C(OC21)C=2C=NC=CC2)C)=O)C